(3aR,5R,6aR)-6-(benzyloxy)-5-((R)-2,2-dimethyl-1,3-dioxolan-4-yl)-2,2-dimethyl-6-vinyltetrahydrofurano[2,3-d][1,3]dioxole C(C1=CC=CC=C1)OC1([C@H](O[C@@H]2OC(O[C@@H]21)(C)C)[C@@H]2OC(OC2)(C)C)C=C